FC=1C=C2C(=C(C=NC2=CC1)C(=O)N1CCN(CC1)S(=O)(=O)C)C1=CC=C(C=C1)CC#N 2-(4-(6-fluoro-3-(4-(methylsulfonyl)piperazine-1-carbonyl)quinolin-4-yl)phenyl)acetonitrile